COC1=CC2=C(C(C=3N(C4=CC=CC=C4C3C2=O)C)(C)C)C=C1 9-Methoxy-5,6,6-trimethyl-5,6-dihydro-benzo[b]carbazol-11-one